1-methyl-4-((5-(1-methyl-1H-benzo[d][1,2,3]triazol-6-yl)-7H-pyrrolo[2,3-d]pyrimidin-2-yl)amino)cyclohexan-1-ol CC1(CCC(CC1)NC=1N=CC2=C(N1)NC=C2C=2C=CC1=C(N(N=N1)C)C2)O